N-(4-(benzyloxy)phenyl)-2-(4-(3-methoxybenzyl)piperazin-1-yl)oxazole C(C1=CC=CC=C1)OC1=CC=C(C=C1)N1C(OC=C1)N1CCN(CC1)CC1=CC(=CC=C1)OC